5-(Quinolin-2-yl)-4-(4-(trifluoromethyl)phenyl)-2,4-dihydro-3H-1,2,4-triazole-3-thione N1=C(C=CC2=CC=CC=C12)C=1N(C(NN1)=S)C1=CC=C(C=C1)C(F)(F)F